rac-(2r,3s,5r)-4-[[3-(2-fluoro-6-methoxy-phenyl)-5-methyl-5-(trifluoromethyl)tetrahydrofuran-2-carbonyl]amino]pyridine-2-carboxylic acid methyl ester COC(=O)C1=NC=CC(=C1)NC(=O)[C@@H]1O[C@](C[C@H]1C1=C(C=CC=C1OC)F)(C(F)(F)F)C |r|